CC1=CC(CC(C1)C)=O 3,5-dimethylcyclohexenone